3-METHYL-2-OXOPENTANOIC ACID CC(C(C(=O)O)=O)CC